N-{5-[(1S,3R)-3-{[N'-(tert-butoxycarbonyl)-N'-ethyl-N-methylhydrazinecarbonyl]oxy}cyclopentyl]-2-tert-butylpyrazol-3-yl}-2-(2-formyl-3-hydroxy-5-methoxyphenoxy)acetamide C(C)(C)(C)OC(=O)N(N(C(=O)O[C@H]1C[C@H](CC1)C=1C=C(N(N1)C(C)(C)C)NC(COC1=C(C(=CC(=C1)OC)O)C=O)=O)C)CC